(R)-5-(3,5-difluorophenyl)-3-((2-methoxypropyl)amino)-4H-benzo[e][1,2,4]thiadiazine 1,1-dioxide FC=1C=C(C=C(C1)F)C1=CC=CC2=C1NC(=NS2(=O)=O)NC[C@@H](C)OC